N[C@H](C(=O)N[C@H](C)[C@@H]1[C@H]2[C@H](C(=C(N2C1=O)C(=O)O)S[C@@H]1CN[C@@H](C1)C(N(C)C)=O)C)CC(C)C (4R,5S,6R)-6-((R)-1-((S)-2-Amino-4-methylpentanamido)ethyl)-3-((3S,5S)-5-(dimethylcarbamoyl)pyrrolidin-3-ylthio)-4-methyl-7-oxo-1-azabicyclo[3.2.0]hept-2-ene-2-carboxylic acid